BrC=1C(=CC2=C(N(C=N2)COCC[Si](C)(C)C)C1)F [(6-bromo-5-fluoro-benzimidazol-1-yl)methoxy]ethyl-trimethyl-silane